N-((3-chlorophenyl)((R)-pyrrolidin-2-yl)methyl)-4-(5-methyl-2-((1-methyl-1H-pyrazol-5-yl)amino)pyrimidin-4-yl)oxazole-2-carboxamide ClC=1C=C(C=CC1)C(NC(=O)C=1OC=C(N1)C1=NC(=NC=C1C)NC1=CC=NN1C)[C@@H]1NCCC1